N-(1-([1,4'-bipiperidin]-4-yl)-2,2,2-trifluoroethyl)-4-(4-morpholino-7H-pyrrolo[2,3-d]pyrimidin-6-yl)aniline N1(CCC(CC1)C(C(F)(F)F)NC1=CC=C(C=C1)C1=CC2=C(N=CN=C2N2CCOCC2)N1)C1CCNCC1